(R)-(3-aminopiperidin-1-yl)(2-(1-(cyclopropylmethyl)-1H-indol-2-yl)-6-methyl-5,6-dihydro-4H-imidazo[1,5,4-de]quinoxalin-8-yl)methanone N[C@H]1CN(CCC1)C(=O)C=1C=C2C=3N(CCN(C3C1)C)C(=N2)C=2N(C1=CC=CC=C1C2)CC2CC2